FC1(CC=C(CC1)C=1C=CC=C2C=C(C=NC12)C(=O)N[C@@H](CC(=O)O)C)F (R)-3-(8-(4,4-difluorocyclohex-1-en-1-yl)quinoline-3-carboxamido)butanoic acid